C(#N)CC(C)(C)C=1N(C2=CC(=CC=C2C1CC1=CC(=C(C(=O)[O-])C=C1)OC)F)C1=CC(=C(C=C1)F)OC 4-[2-(2-cyano-1,1-dimethyl-ethyl)-6-fluoro-1-(4-fluoro-3-methoxy-phenyl) indol-3-yl]Methyl-2-methoxy-benzoate